BrC1=CC2=C(C=N1)C(N(C2)C)=O 6-bromo-2-methyl-1,2-dihydro-3H-pyrrolo[3,4-c]pyridin-3-one